C(C)(C)(C)N1C[C@H]([C@H](CC1)NC1=C2C=C(N(C2=CC=C1)CC(F)(F)F)C#CCNC1=C(C=C(C(=O)O)C=C1)OC)F 4-{[3-(4-{[(3R,4S)-1-tert-butyl-3-fluoropiperidin-4-yl]amino}-1-(2,2,2-trifluoroethyl)-1H-indol-2-yl)prop-2-yn-1-yl]amino}-3-methoxybenzoic acid